2-(4-(benzyloxy)-3-(methoxy-d3)phenyl)ethane-1-amine C(C1=CC=CC=C1)OC1=C(C=C(C=C1)CCN)OC([2H])([2H])[2H]